ClC=1C=CC=2N=CN=C(C2N1)NC1=C(C=C(C(=C1)C)OC1=CC=2N(C=C1)N=CN2)F 6-chloro-N-(2-fluoro-5-methyl-4-{[1,2,4]triazolo[1,5-a]pyridin-7-yloxy}phenyl)pyrido[3,2-d]pyrimidin-4-amine